n-butyl-4,4-di-tert-butyl-peroxypentanoate C(CCC)OOC(CCC(C)(C(C)(C)C)C(C)(C)C)=O